NCC1=C(C(=C(C(=C1CC)CN)CC)CN)CC 1,3,5-triaminomethyl-2,4,6-triethylbenzene